BrC=1C(=NC(=C(C1)C1CC1)C)O 3-bromo-5-cyclopropyl-6-methylpyridin-2-ol